methyl (E)-1-methyl-4-(1-methyl-4-(4-(2-(quinolin-3-yl)vinyl)benzamido)-1H-pyrrole-2-carboxamido)-1H-pyrrole-2-carboxylate CN1C(=CC(=C1)NC(=O)C=1N(C=C(C1)NC(C1=CC=C(C=C1)\C=C\C=1C=NC2=CC=CC=C2C1)=O)C)C(=O)OC